C(C(C)C)C1=CC=C(C=C1)C(C(=O)NNS(=O)(=O)C=1SC=CC1)C N'-(2-(4-isobutylphenyl)propanoyl)thiophene-2-sulfonohydrazide